C[C@@]1([C@@H]([C@]2(CCCC([C@@H]2CC1)(C)C)C)C\C=C(/C=C)\C)O (1R,2R,4aS,8aS)-2,5,5,8a-tetramethyl-1-[(2Z)-3-methylpenta-2,4-dienyl]-3,4,4a,6,7,8-hexahydro-1H-naphthalen-2-ol